N-methyl-N-(3-(4,4,5,5-tetramethyl-1,3,2-dioxaborolan-2-yl)phenyl)acetamide B1(OC(C(O1)(C)C)(C)C)C2=CC(=CC=C2)N(C)C(=O)C